10-chloro-2,3-dihydro-[1,4]dioxino[2,3-f]quinoline ClC1=CC=NC2=CC=C3C(=C12)OCCO3